C(C)(C)(C)OC(=O)N1CC(C2N(CCC21)CC(C(=O)O)(C)C)(F)F 3-(4-(tert-Butoxycarbonyl)-6,6-difluorohexahydropyrrolo[3,2-b]pyrrol-1(2H)-yl)-2,2-dimethylpropionic acid